C1(CC1)N1N=CC(=C1)C1=NC2=CC=CC=C2C(=C1)[C@@H](C)NC(C1=C(C=CC(=C1)OCCN(C)C)C)=O (R)-N-(1-(2-(1-cyclopropyl-1H-pyrazol-4-yl)quinolin-4-yl)ethyl)-5-(2-(dimethylamino)ethoxy)-2-methylbenzamide